(8S)-5,6,7,8-tetrahydropyrrolizine-1,3-dione C1C[C@H]2C(=O)CC(=O)N2C1